IC=1C=C(C=C(C1)[N+](=O)[O-])N1N=CC=C1 1-(3-iodo-5-nitrophenyl)-1H-pyrazole